CS(=O)(=O)C1=C(C=CC=C1)NC(C)=O N-(2-(methylsulfonyl)phenyl)acetamide